ClC=1C(=NC=CC1C1=NC(=C(C=C1)CNC[C@@H]1NC(CC1)=O)OC)C=1C(=C(C=CC1)NC(C1=NC=C(C(=C1)OC)CN1C[C@H](CC1)O)=O)C N-(3-(3'-chloro-6-methoxy-5-(((((R)-5-oxopyrrolidin-2-yl)methyl)amino)methyl)-[2,4'-bipyridin]-2'-yl)-2-methylphenyl)-5-(((S)-3-hydroxypyrrolidin-1-yl)methyl)-4-methoxypicolinamide